ClC1=C2C=NN(C2=C(C=C1)C(=O)NC1CC2(CC(C2)C(=O)O)C1)CC1=CC=C(C=C1)OC(F)(F)F 6-(4-chloro-1-(4-(trifluoromethoxy)benzyl)-1H-indazole-7-carboxamido)spiro[3.3]heptane-2-carboxylic acid